sodium 2-hydroxyvalerate OC(C(=O)[O-])CCC.[Na+]